ClC1=C(C=C(C(=O)N2CCC3(CC2)CCC(CC3)C=O)C=C1)N1C(NC(CC1)=O)=O 3-(4-chloro-3-(2,4-dioxo-tetrahydropyrimidin-1(2H)-yl)benzoyl)-3-azaspiro[5.5]undecane-9-carbaldehyde